ClC=1C=C(C(=O)OC(C)(C)C)C=C(N1)Cl Tertiary butyl 2,6-dichloroisonicotinate